METHYL (1S,5'Z,12'R)-6-CHLORO-12'-HYDROXY-9'-METHYL-10'-OXO-3,4-DIHYDRO-2H-SPIRO[NAPHTHALENE-1,19'-[17]OXA[1,9]DIAZATRICYCLO[11.7.2.016,21]DOCOSA[5,13,15,21]TETRAENE]-12'-CARBOXYLATE ClC=1C=C2CCC[C@]3(COC4=CC=C5[C@](CC(N(CC\C=C/CCCN(C3)C4=C5)C)=O)(C(=O)OC)O)C2=CC1